C(CCCCCCCCC)C(O[Si](C(C)(C)C)(C)C)CN(CC(O[Si](C(C)(C)C)(C)C)CCCCCCCCCC)CCCCCOC(C1=CC=CC=C1)(C1=CC=CC=C1)C1=CC=CC=C1 5,9-bis(decyl)-2,2,3,3,11,11,12,12-octamethyl-7-[5-(triphenylmethoxy)pentyl]-4,10-dioxa-7-aza-3,11-disilatridecane